N-(3-chloro-5-(methylsulfonyl)phenyl)-5-(5-ethoxypyrimidin-2-yl)-1-methyl-1H-pyrrole-3-carboxamide ClC=1C=C(C=C(C1)S(=O)(=O)C)NC(=O)C1=CN(C(=C1)C1=NC=C(C=N1)OCC)C